Racemic-1-{1-[2-Methyl-6-(2,2,2-trifluoro-ethoxy)-pyrimidin-4-yl]-ethyl}-3-(3-trifluoromethyl-bicyclo[1.1.1]pent-1-yl)-urea CC1=NC(=CC(=N1)[C@@H](C)NC(=O)NC12CC(C1)(C2)C(F)(F)F)OCC(F)(F)F |r|